(3aR,5s,6aS)-N-(6-(2,5-difluoro-4-isopropoxyphenyl)-4-(trifluoromethyl)pyridazin-3-yl)-2-((tetrahydro-2H-pyran-4-yl)methyl)octahydro-cyclopenta[c]pyrrol-5-amine FC1=C(C=C(C(=C1)OC(C)C)F)C1=CC(=C(N=N1)NC1C[C@@H]2[C@@H](CN(C2)CC2CCOCC2)C1)C(F)(F)F